Ethyl 4-(1-(4-iodophenyl) ethoxy)-5-(methyl carbamoyl)-1H-pyrrole-2-carboxylate IC1=CC=C(C=C1)C(C)OC=1C=C(NC1C(NC)=O)C(=O)OCC